NC1=CC(=NC=C1N1CCCCC1)C(=O)OC(C)(C)C tert-butyl 4-amino-5-(piperidin-1-yl)picolinate